CCN(CC)CCCC(C)NC1=C2C(=NC3=C1C=CC(=C3)Cl)C=CC(=N2)OC N4-(7-chloro-2-methoxybenzo[b][1,5]naphthyridin-10-yl)-N1,N1-diethylpentane-1,4-diamine